OCC1(CCC1)NC=1C2=C(N=C(N1)C=1CCN(CC1)C(=O)OC(C)(C)C)CC[S@]2=O |r| tert-butyl (R/S)-4-(4-((1-(hydroxymethyl)cyclobutyl)amino)-5-oxido-6,7-dihydrothieno[3,2-d]pyrimidin-2-yl)-3,6-dihydropyridine-1(2H)-carboxylate